C(C)(C)(C)OC(=O)N1CCN(CC1)C1=CC=NC2=CC=C(C=C12)C=1C=NC(=C(C1)NS(=O)(=O)C1=C(C=C(C=C1)F)F)OC 4-(6-(5-((2,4-difluorophenyl)sulfonamido)-6-methoxypyridin-3-yl)quinolin-4-yl)piperazine-1-carboxylic acid tertButyl ester